ClC1=C(C=C(C=C1N)C)N(C)C1=CC(=CC(=C1)F)F 2-chloro-N1-(3,5-difluorophenyl)-N1,5-dimethylbenzene-1,3-diamine